C[C@]1(C=CC=2C(=N1)NCC2C2=CC=C(C=C2)S(=O)(=O)C(C)C)Cl (R)-6-methyl-3-(4-(isopropylsulfonyl)phenyl)-6-chloro-1H-pyrrolo[2,3-b]pyridine